5-chlorobenzo-triazole ClC1=CC2=C(NN=N2)C=C1